C(C)(C)(C)OC(N(C)C=1C=CC=2N(C1)C(=CN2)C2=CC(=CC=C2)NC(C)=O)=O (3-(3-acetamidophenyl)imidazo[1,2-a]pyridin-6-yl)(methyl)carbamic acid tert-butyl ester